5-Bromo-4-(methoxymethyl)-1-methyl-1H-indazole BrC=1C(=C2C=NN(C2=CC1)C)COC